FC=1C=NC=C(C1)C1=CC(=NN1)C(F)(F)F 3-fluoro-5-(3-(trifluoromethyl)-1H-pyrazol-5-yl)pyridine